N1=CC=C2N1C=C(C=N2)B2OC(C)(C)C(C)(C)O2 pyrazolo[1,5-a]pyrimidine-6-boronic acid pinacol ester